C1(CC1)[C@H](C)N (1S)-1-cyclopropylethylamine